P(O\C=C/C)([O-])=O.[Na+] sodium (1Z)-prop-1-en-1-yl phosphonate